C1([C@H](O)[C@@H](O)[C@@H](O)[C@H](O1)CO)N[C@@H](CO)C(=O)O D-galactopyranosyl-L-serine